4-fluoro-6-methoxy-2',6'-dimethyl-[1,1'-biphenyl]-3-carbaldehyde FC1=C(C=C(C(=C1)OC)C1=C(C=CC=C1C)C)C=O